{3-[(1,3-benzothiazol-2-yl)amino]-4-methyl-5H,6H,7H-pyrrolo[2,3-c]Pyridazin-7-yl}-1,3-thiazole-4-carboxylic acid S1C(=NC2=C1C=CC=C2)NC2=C(C1=C(N=N2)N(CC1)C=1SC=C(N1)C(=O)O)C